FC1=C(C=C(C(=C1)C)C=1C=NC=C(C1)F)NC(=O)N1C2CC(CC1(C2)C(=O)O)C 6-((2-fluoro-5-(5-fluoropyridin-3-yl)-4-methylphenyl)carbamoyl)-3-methyl-6-azabicyclo[3.1.1]heptane-1-carboxylic acid